ClC=1C=C2C(=NC=NC2=CC1C1=C(C=CC=C1)F)N1CCN(CC1)C(\C=C\CN(C)C)=O (E)-1-(4-(6-chloro-7-(2-fluorophenyl)quinazolin-4-yl)piperazin-1-yl)-4-(dimethyl-amino)but-2-en-1-one